COC=1C(=C(C(=CC1)C)NC(=O)C1=CN=C(S1)NC1=NC(=NC(=C1)N1CCN(CC1)CCOC)C)C N-(3-methoxy-2,6-dimethyl-phenyl)-2-[[6-[4-(2-methoxyethyl)piperazin-1-yl]-2-methyl-pyrimidin-4-yl]amino]thiazole-5-carboxamide